1'H,3H-spiro[2-benzofuran-1,4-piperidin]-1'-yl-5,6-dihydro-4H-[1,2,4]triazolo[4,3-a][1]benzazepin-5-amine N1(CCC2(CC1)OCC1=C2C=CC=C1)C1=NN=C2N1C1=C(CC(C2)N)C=CC=C1